FC(C1=CC=C(C=N1)NC(=O)C1=CC=CN2C1=NS(CC2)(=O)=O)(F)F N-[6-(trifluoromethyl)pyridin-3-yl]-3,4-dihydropyrido[2,1-c][1,2,4]thiadiazine-9-carboxamide 2,2-dioxide